ClC1=NC=C(C(=N1)Cl)P(C)(C)=O (2,4-dichloropyrimidin-5-yl)dimethylphosphine oxide